(2S,3R,4S,5R)-5-(2-amino-6-ethoxy-9H-purin-9-yl)-4-chloro-2,4-difluoro-2-(hydroxymethyl)tetrahydrofuran-3-ol NC1=NC(=C2N=CN(C2=N1)[C@H]1[C@@]([C@@H]([C@](O1)(CO)F)O)(F)Cl)OCC